CONC([C@@H](N)C(C)C)=O (E)-N-methoxyvalinamide